1-(5-chloro-3-fluoropyridin-2-yl)-3-(2-(methylsulfonyl)-ethyl)-4-(4-(trifluoro-methyl)benzyl)piperazine-2,5-dione ClC=1C=C(C(=NC1)N1C(C(N(C(C1)=O)CC1=CC=C(C=C1)C(F)(F)F)CCS(=O)(=O)C)=O)F